methyl (S)-2-((1H-pyrrolo[2,3-b]pyridin-5-yl)oxy)-4-(2-(2-(2-ethylphenyl)pyrrolidin-1-yl)-7-azaspiro[3.5]nonan-7-yl)benzoate N1C=CC=2C1=NC=C(C2)OC2=C(C(=O)OC)C=CC(=C2)N2CCC1(CC(C1)N1[C@@H](CCC1)C1=C(C=CC=C1)CC)CC2